FC(S(=O)(=O)O)(F)F.C(=C)N1CN(C=C1)CC 1-vinyl-3-ethyl-imidazole trifluoromethanesulfonate